N-[2-(1-methyl-1H-pyrazol-4-yl)-1,3-benzooxazol-6-yl]-N'-[(pyridin-4-yl)methyl]urea CN1N=CC(=C1)C=1OC2=C(N1)C=CC(=C2)NC(=O)NCC2=CC=NC=C2